FC1=CC(=C(C=C1N1N=CC=C1)O)C1=CN=C(N=N1)C(=C)C1CC(NC(C1)(C)C)(C)C 4-fluoro-5-(1H-pyrazol-1-yl)-2-(3-(1-(2,2,6,6-tetramethylpiperidin-4-yl)vinyl)-1,2,4-triazin-6-yl)phenol